ClC1=CC=C(C=C1)C=1N=C(N(C1C1=CC=NC=C1)CC(=O)N1CCN(CC1)C)C1=CC=C(C=C1)OC 2-[4-(4-chlorophenyl)-2-(4-methoxyphenyl)-5-(pyridin-4-yl)-1H-imidazol-1-yl]-1-(4-methylpiperazin-1-yl)ethan-1-one